C(C1=CC=CC=C1)OC1=C(C=C(C(=C1)C)Br)C1OCCO1 2-(2-(benzyloxy)-5-bromo-4-methylphenyl)-1,3-dioxolane